3,5-dichloro-4-({4-chloro-5-methyl-5H,6H,7H-cyclopenta[d]pyridazin-1-yl}oxy)aniline ClC=1C=C(N)C=C(C1OC1=NN=C(C2=C1CCC2C)Cl)Cl